O1N=C(C2=C1C=CC=C2)C2CCN(CC2)CC=2C=C1C(N(C(C1=CC2)=O)N2C(NC(CC2)=O)=O)=O 5-((4-(Benzo[d]isoxazol-3-yl)piperidin-1-yl)methyl)-2-(2,4-dioxotetrahydropyrimidine-1(2H)-yl)isoindoline-1,3-dione